FC(=C)F 1,1-DIFLUOROETHYLENE